C(CCCCCCCNC(C=C)=O)NC(C=C)=O N,N'-octylenebisacrylamide